Cl.FC1=CC=C(C=C1)C1=NN2C(C=CC(=C2)CNCCCOC2=CC=C(C(N)=N)C=C2)=C1C1=CC=NC=C1 4-(3-(((2-(4-fluorophenyl)-3-(pyridin-4-yl)pyrazolo[1,5-a]pyridin-6-yl)methyl)amino)propoxy)benzimidamide HCl salt